C(#N)C1=CC(=C(C=C1)C1OC2=C(C=CC=C2C(=C1)F)C1CCN(CC1)CC1=NC=2C(=NC(=CC2)C(=O)O)N1CC1(CC1)CF)F 2-((4-(2-(4-cyano-2-fluorophenyl)-4-fluoro-2H-chromen-8-yl)piperidin-1-yl)methyl)-3-((1-(fluoromethyl)cyclopropyl)methyl)-3H-imidazolo[4,5-b]pyridine-5-carboxylic acid